carbazoleselon C1(C=CC=C2C3=CC=CC=C3N=C12)=[Se]